C(C)(=O)CC(=O)[O-].C(C)(=O)CC(=O)[O-].C(CCC)O[Zr+2]OCCCC di-n-butoxyzirconium bis(acetylacetate)